C1N(CCC2=CC=CC=C12)C[C@H](CNC(=O)C=1N=C2N(CC(CC2)NC(=O)C=2OC=CN2)C1)O N-(2-(((S)-3-(3,4-Dihydroisoquinolin-2(1H)-yl)-2-hydroxypropyl)carbamoyl)-5,6,7,8-tetrahydroimidazo[1,2-a]pyridin-6-yl)oxazole-2-carboxamide